2-((1,3-dioxoisoindolin-2-yl)oxy)propanoic acid tert-butyl ester C(C)(C)(C)OC(C(C)ON1C(C2=CC=CC=C2C1=O)=O)=O